2-((1-methyl-1H-pyrazol-4-yl)amino)-4-(n-pentylamino)pyrimidin-5-carboxamide CN1N=CC(=C1)NC1=NC=C(C(=N1)NCCCCC)C(=O)N